OCC(C(=O)NC)(NC(=O)C1=C(SC2=C1C=C(C=C2)OCC2=CN=C(S2)C)C)C 3-hydroxy-N,2-dimethyl-2-({2-methyl-5-[(2-methyl-1,3-thiazol-5-yl)methoxy]-1-benzothiophen-3-yl}formamido)propanamide